FC=CC 1-fluoro-1-propene